5-chloro-N-((1R,4R)-4-(cyclopropylmethoxy)cyclohexyl)-8-iodopyrido[4,3-d]Pyrimidin-2-amine ClC1=NC=C(C=2N=C(N=CC21)NC2CCC(CC2)OCC2CC2)I